C(C)(C)OC(C(C(CCCC)=O)C)=O 2-methyl-3-oxoheptanoic acid isopropyl ester